C1(NCC2=C3C(C=CC=C13)=CC=C2)=O 2,3-dihydrobenzo[de]isoquinolin-1-one